COCC=1C(=C(C#N)C=CC1)C 3-(methoxymethyl)-2-methylbenzonitrile